2-(6-(((1-Hydroxycyclopentyl)methyl)amino)pyridazin-3-yl)-3-methyl-5-(trifluoromethyl)phenol OC1(CCCC1)CNC1=CC=C(N=N1)C1=C(C=C(C=C1C)C(F)(F)F)O